CN1N=NC(=C1)C=1C=C2C=C(N=CC2=CC1)NC(CN1[C@@H](COCC1)C)=O (R)-N-(6-(1-methyl-1H-1,2,3-triazol-4-yl)isoquinolin-3-yl)-2-(3-methylmorpholinyl)acetamide